C(=O)O.NCCCN=S(=O)(C)C1=C(C=C(C=C1)NC=1C=2N(C=CN1)C(=CN2)C=2C(=NN(C2)CC2CC2)C(F)(F)F)C N-[4-[N-(3-Aminopropyl)-S-methyl-sulfonimidoyl]-3-methyl-phenyl]-3-[1-(cyclopropylmethyl)-3-(trifluoromethyl)pyrazol-4-yl]imidazo[1,2-a]pyrazin-8-amine formate